C(C1=CC=CC=C1)N1N=NC(=C1C=1N=C2C=C(C=NC2=CC1)N1C[C@H](CC1)N(C)C)C1=NC(=CC=C1)C |r| rac-(3S)-1-[6-[3-benzyl-5-(6-methyl-2-pyridyl)triazol-4-yl]-1,5-naphthyridin-3-yl]-N,N-dimethyl-pyrrolidin-3-amine